[N+](=O)([O-])[O-].[Ag+] Silver(I) nitrate